ClC1=CC=C(S1)CNC1=CC(=NN1C(C(C)(C)C)=O)C1NCCN(C1)S(=O)(=O)N1CCOCC1 1-(5-{[(5-chlorothiophen-2-yl)methyl]amino}-3-[4-(morpholine-4-sulfonyl)piperazin-2-yl]-1H-pyrazol-1-yl)-2,2-dimethylpropan-1-one